C(C)OC(CC1(C[C@@](CCC1)(C)CN1C=CC2=C1N=CN=C2)C[N+](=O)[O-])=O 2-((3S)-3-((7H-pyrrolo[2,3-d]pyrimidin-7-yl)methyl)-3-methyl-1-(nitromethyl)cyclohexyl)acetic acid ethyl ester